NC1=CC(=NC=N1)OC1=CC=C(C=C1)NC(=O)NC1=CC(=C(C=C1)CN1CCN(CC1)C)C(F)(F)F 1-(4-((6-aminopyrimidin-4-yl)oxy)phenyl)-3-(4-((4-methylpiperazin-1-yl)methyl)-3-(trifluoromethyl)phenyl)urea